(S)-4-(6-(4-acrylamidophenyl)-4-aminopyrazolo[5,1-f][1,2,4]triazin-5-yl)-2-fluoro-N-(tetrahydrofuran-3-yl)benzamide C(C=C)(=O)NC1=CC=C(C=C1)C1=NN2N=CN=C(C2=C1C1=CC(=C(C(=O)N[C@@H]2COCC2)C=C1)F)N